N=1ON=C2C1C=CC(=C2)C=CC2=CC=C(C(=O)NC=1C=C(N(C1)C)C(=O)NC1=CN(C(=C1)C(NCC\C(\NOC)=N/[H])=O)C)C=C2 (E)-4-(4-(2-(benzo[c][1,2,5]oxadiazol-5-yl)vinyl)benzamido)-N-(5-((3-imino-3-(methoxyamino)propyl)carbamoyl)-1-methyl-1H-pyrrol-3-yl)-1-methyl-1H-pyrrole-2-carboxamide